C1(CC1)C=1N=NN(C1)[C@@H](C(=O)N1C(CC(C1)O)C(=O)NC12CCCC(OC1)(C2)C)C(C)(C)C 1-[(2R)-2-(4-cyclopropyl-triazol-1-yl)-3,3-dimethyl-butyryl]-4-hydroxy-N-(5-methyl-6-oxabicyclo[3.2.1]octane-1-yl)pyrrolidine-2-carboxamide